hexadecahydro-4h-cyclopenta[1,2]phenanthrene C1CCC2C1C1CCCCC1C1CCCCC21